(S)-1-(2-((1-((3-chloro-2-fluorophenylmethyl)amino)-1-oxopent-2-yl)amino)-2-oxoethyl)-1H-indazole-3-carboxamide ClC=1C(=C(C=CC1)CNC([C@H](CCC)NC(CN1N=C(C2=CC=CC=C12)C(=O)N)=O)=O)F